FC1=CC=C(C=C1)N1C(N(N=C(C1=O)C(=O)O)C(C)C)=O 4-(4-fluorophenyl)-2-isopropyl-3,5-dioxo-2,3,4,5-tetrahydro-1,2,4-triazine-6-carboxylic acid